7-[1-(2,2-difluoroethyl)-1H-pyrazolo[3,4-b]pyrazin-6-yl]-2-[5-(trifluoromethyl)pyridin-2-yl]-2,7-diazaspiro[3.5]nonane FC(CN1N=CC=2C1=NC(=CN2)N2CCC1(CN(C1)C1=NC=C(C=C1)C(F)(F)F)CC2)F